methyl 6-cyclopropyl-2-(1-(cyclopropylmethyl)-1H-indol-2-yl)-5,6-dihydro-4H-imidazo[1,5,4-de]quinoxaline-8-carboxylate C1(CC1)N1CCN2C=3C(=CC(=CC13)C(=O)OC)N=C2C=2N(C1=CC=CC=C1C2)CC2CC2